NC1=C(N=C2C(=N1)NC=C2I)C(=O)OC methyl 3-amino-7-iodo-5H-pyrrolo[2,3-b]pyrazine-2-carboxylate